Diethyl 1-[1-(2-naphthyl)-1-oxopropan-2-yl]-1H-pyrazole-3,5-dicarboxylate C1=C(C=CC2=CC=CC=C12)C(C(C)N1N=C(C=C1C(=O)OCC)C(=O)OCC)=O